(6-Amino-2-((2-hydroxyphenyl)amino)pyrimidin-4-yl)(3,4-dihydroisoquinolin-2(1H)-yl)methanone NC1=CC(=NC(=N1)NC1=C(C=CC=C1)O)C(=O)N1CC2=CC=CC=C2CC1